Dihydroxybutylmethane OC(CCCC)O